(S)-5-Bromo-1-methyl-3-(5-(2-methyl-4-(oxetan-3-yl)piperazin-1-yl)pyridin-2-ylamino)pyridin-2(1H)-one BrC=1C=C(C(N(C1)C)=O)NC1=NC=C(C=C1)N1[C@H](CN(CC1)C1COC1)C